isopropyl (S)-6-diazo-2-((R)-2-methoxy-3-(1-methyl-1H-indol-3-yl)propanamido)-5-oxohexanoate [N+](=[N-])=CC(CC[C@@H](C(=O)OC(C)C)NC([C@@H](CC1=CN(C2=CC=CC=C12)C)OC)=O)=O